3-(3-(2,2-difluoroethyl)-7-((4-(dimethylamino)cyclohexyl)amino)benzo[b]thiophen-2-yl)prop-2-yn FC(CC=1C2=C(SC1C#CC)C(=CC=C2)NC2CCC(CC2)N(C)C)F